Br(=O)(=O)O.C1(=CC=CC=C1)NC(=N)NC1=CC=CC=C1 N,N'-diphenyl-guanidine bromate